N[C@H]1CN(CCC1)C(=O)C1=NN(C(=C1)C1=CC=C(C#N)C=C1)C1=CC=C(C=C1)C(C)(C)C (R)-4-(3-(3-aminopiperidine-1-carbonyl)-1-(4-(tert-butyl)phenyl)-1H-pyrazol-5-yl)benzonitrile